(Z)-6,10-dimethylundeca-5,9-dien C/C(=C/CCCC)/CCC=C(C)C